CC1=C(C2=CC=CC=C2C(=C1)OC(=O)OCCCCCCCCCCC)OC(=O)OCCCCCCCCCCC 2-methyl-1,4-bis(n-undecyloxycarbonyloxy)naphthalene